(R)-2-(4-methyl-6-(piperidin-3-ylamino)pyridazin-3-yl)-5-(trifluoromethyl)phenol hydrochloride Cl.CC1=C(N=NC(=C1)N[C@H]1CNCCC1)C1=C(C=C(C=C1)C(F)(F)F)O